2-(1,3-Diphenylbutyl)benzene-1,3-diol C1(=CC=CC=C1)C(CC(C)C1=CC=CC=C1)C1=C(C=CC=C1O)O